2-hydroxy-1-(piperazine-1-Yl)ethanone OCC(=O)N1CCNCC1